Cl.N=C1C=CC(C=C1)=C(C1=CC=C(N)C=C1)C1=CC=C(N)C=C1 4,4'-(4-Iminocyclohexa-2,5-dienylidenmethylen)dianilin hydrochlorid